6'-bromo-4-hydroxyspiro[cyclohexane-1,3'-indoline]-2'-one BrC1=CC=C2C3(C(NC2=C1)=O)CCC(CC3)O